(R)-N-((5-chloro-6-(5-methoxypyrazin-2-yl)-1H-indol-2-yl)methyl)-2-hydroxypropanamide ClC=1C=C2C=C(NC2=CC1C1=NC=C(N=C1)OC)CNC([C@@H](C)O)=O